C(C)N(CC)CC Triethylamin